[Ni]=S.[V] vanadium-nickel sulfide